(2S,4S)-4-fluoro-1-(4-(3-methylbenzyloxy)benzyl)pyrrolidine-2-carboxamide F[C@H]1C[C@H](N(C1)CC1=CC=C(C=C1)OCC1=CC(=CC=C1)C)C(=O)N